CN1N=CC(=C1)NC1=CC(=C2CN(CC2=C1)C(=O)OC(C)(C)C)C1=CC=CC=C1 tert-butyl 6-((1-methyl-1H-pyrazol-4-yl) amino)-4-phenylisoindoline-2-carboxylate